COC(=O)C=1C(=NC(=CC1)N1C=NC2=C1C=CC(=C2)NC=2N=NC(=CC2)C)N2N=C(C=C2C)OC 2-(3-methoxy-5-methyl-pyrazol-1-yl)-6-[5-[(6-methylpyridazin-3-yl)amino]benzimidazol-1-yl]pyridine-3-carboxylic acid methyl ester